FC(S(=O)(=O)[O-])(F)F.C[S+](CCCNC(=O)C=1OC(=CC1)C1=CC(=CC=C1)C(F)(F)F)C Dimethyl(3-(5-(3-(trifluoromethyl)phenyl)furan-2-carboxamido)propyl)sulfonium trifluoromethanesulfonate